FC(OC1=CC2=C(N=C(S2)N)C=C1)(F)F 6-trifluoromethoxy-benzothiazol-2-yl-amine